(2s,3s,4r,5r,6r)-2-(4-chloro-3-(4-ethoxyphenyl)phenyl)-6-((undecyloxy)methyl)tetrahydro-2H-pyran ClC1=C(C=C(C=C1)[C@H]1O[C@H](CCC1)COCCCCCCCCCCC)C1=CC=C(C=C1)OCC